caffeoyl Pyruvate C(C(=O)C)(=O)OC(\C=C\C1=CC(O)=C(O)C=C1)=O